4-(5-(3-cyano-6-(1-methyl-1H-pyrazol-4-yl)pyrazolo[1,5-a]pyridin-4-yl)pyridin-2-yl)-N-phenylpiperazine-1-carboxamide C(#N)C=1C=NN2C1C(=CC(=C2)C=2C=NN(C2)C)C=2C=CC(=NC2)N2CCN(CC2)C(=O)NC2=CC=CC=C2